CC(C(C)(C)C)C (E)-tetramethylpropane